O1C(CCCC1=O)=O dihydropyran-2,6-dione